BrC=1C=C2C(=NN(C2=CC1)CC1CC1)CO (5-bromo-1-(cyclopropylmethyl)-1H-indazol-3-yl)methanol